C(CCCCCCCCC(=O)O)(=O)O decan-1,10-dioic acid